(trans)-2-((2-((4-bromo-3-chloro-5-(hydroxymethyl)phenyl)amino)-5-(trifluoromethyl)pyrimidin-4-yl)amino)cyclohexanecarbonitrile BrC1=C(C=C(C=C1CO)NC1=NC=C(C(=N1)N[C@H]1[C@@H](CCCC1)C#N)C(F)(F)F)Cl